C(C)OC(C(CCC1=CC=C(C=C1)Cl)=O)=O 4-(4-chlorophenyl)-2-oxo-butyric acid ethyl ester